NC1C(CC(CC1)N1CCN(CC1)C1CCN1C=1C(=NC=CC1)C(=O)[O-])N1N=C(C=2C1=NC=NC2N)C2=CC=C(C=C2)OC2=CC=CC=C2 3-(4-(4-(4-amino-3-(4-amino-3-(4-benzeneOxyphenyl)-1H-pyrazolo[3,4-d]pyrimidin-1-yl)cyclohexyl)piperazin-1-yl)azetidin-1-yl)picolinate